OC1=C(OC2=C(C(=CC=C2C1=O)O)OC)C1=CC(=C(C=C1)O)O 3,7,3',4'-tetrahydroxy-8-methoxyflavone